2-(4-cyclopropyl-6-methoxy-pyrimidin-5-yl)-4-[[6-[1-cyclopropyl-4-(trifluoromethyl)imidazol-2-yl]-5-fluoro-3-pyridyl]methoxy]-6-methyl-5H-pyrrolo[3,2-d]pyrimidine C1(CC1)C1=NC=NC(=C1C=1N=C(C2=C(N1)C=C(N2)C)OCC=2C=NC(=C(C2)F)C=2N(C=C(N2)C(F)(F)F)C2CC2)OC